[Li+].C(C)(=O)[O-] acetic acid-lithium salt